(S)-quinuclidin-3-yl (6-fluoro-7-(4-fluorophenyl)-3,3-dimethylchroman-4-yl)carbamate FC=1C=C2C(C(COC2=CC1C1=CC=C(C=C1)F)(C)C)NC(O[C@@H]1CN2CCC1CC2)=O